(4R)-azido-L-proline methyl ester COC([C@H]1N(CCC1)N=[N+]=[N-])=O